6-cyclopropoxy-2-((1s,4s)-4-(N-methylacetamido)cyclohexyl)-N-(pyrazolo[1,5-a]pyrimidin-3-yl)-2H-indazole-5-carboxamide C1(CC1)OC=1C(=CC2=CN(N=C2C1)C1CCC(CC1)N(C(C)=O)C)C(=O)NC=1C=NN2C1N=CC=C2